octyl octylhydroxystearate C(CCCCCCC)C(C(=O)OCCCCCCCC)(CCCCCCCCCCCCCCCC)O